tert-Butyl (R)-3-(4-(azetidin-1-yl)-2-methyl-6,7-dihydro-5H-pyrrolo-[3,4-d]pyrimidine-6-carbonyl)pyrrolidine-1-carboxylate N1(CCC1)C=1C2=C(N=C(N1)C)CN(C2)C(=O)[C@H]2CN(CC2)C(=O)OC(C)(C)C